2-(((3-methyl-5-oxo-5H-thiazolo[3,2-a]pyrimidin-7-yl)methyl)amino)-N-(4-methylbenzyl)benzamide CC1=CSC=2N1C(C=C(N2)CNC2=C(C(=O)NCC1=CC=C(C=C1)C)C=CC=C2)=O